[Si](C)(C)(C(C)(C)C)OC[C@H]1CN(CC[C@H]1NC1=CC=C2C(=NN(C2=C1)C)C=1C(=NC(=CC1)OCC1=CC=CC=C1)OCC1=CC=CC=C1)C(=O)OC(C)(C)C tert-butyl (3S,4R)-3-[[tert-butyl(dimethyl)silyl]oxymethyl]-4-[[3-(2,6-dibenzyloxy-3-pyridyl)-1-methyl-indazol-6-yl]amino]piperidine-1-carboxylate